N-(5-cyano-6-(2H-1,2,3-triazol-2-yl)pyridin-3-yl)-1-(1-methoxyisoquinolin-5-yl)-5-(trifluoromethyl)-1H-pyrazole-4-carboxamide C(#N)C=1C=C(C=NC1N1N=CC=N1)NC(=O)C=1C=NN(C1C(F)(F)F)C1=C2C=CN=C(C2=CC=C1)OC